BrC1=C(COC2=C3C(C=C(OC3=CC=C2)C(=O)NN[C@@H](C(C)C)C(=O)OC)=O)C=CC=C1 methyl (5-((2-bromobenzyl) oxy)-4-oxo-4H-chromen-2-carbonylamino)-L-valinate